C(#N)CC(C)(C)C=1N(C2=CC=C(C=C2C1C1=CC=C(C(=O)OC)C=C1)OC)C1=CC=C(C=C1)F Methyl 4-[2-(2-cyano-1,1-dimethyl-ethyl)-1-(4-fluorophenyl)-5-methoxy-indol-3-yl]benzoate